ClC=1C=C(C=C(C1)Cl)C=1C=CC=C2C(=C(C=NC12)C(=O)N[C@H]1CCOC2=CC=CC=C12)C1CCOCC1 8-(3,5-dichlorophenyl)-N-[(4S)-3,4-dihydro-2H-chromen-4-yl]-4-(tetrahydro-2H-pyran-4-yl)quinoline-3-carboxamide